(4-(2-(amino-methyl)morpholine-4-carbonyl)piperidin-1-yl)(4-((3-(3-fluoro-4-methoxyphenyl)imidazo[1,2-a]pyrazin-8-yl)amino)-2-methylphenyl)methanone hydrochloride Cl.NCC1CN(CCO1)C(=O)C1CCN(CC1)C(=O)C1=C(C=C(C=C1)NC=1C=2N(C=CN1)C(=CN2)C2=CC(=C(C=C2)OC)F)C